FC1=CC=C(C=C1)C=1C(C=CN(C1)C(C)C)=O 5-(4-fluorophenyl)-1-isopropyl-4-oxo-pyridine